3-((3-(tert-butoxycarbonyl)phenyl)amino)propionic acid C(C)(C)(C)OC(=O)C=1C=C(C=CC1)NCCC(=O)O